4,6-dichloro-5-cyano-pyridine-2-carboxylic acid ClC1=CC(=NC(=C1C#N)Cl)C(=O)O